PYRROLOTRIAZIN N1N=NC=C2C1=CC=N2